(4,5-dimethyl-pyridine-2-yl)piperazine CC1=CC(=NC=C1C)N1CCNCC1